6-[(7S)-2-{3-[4-(3-Methanesulfonylpyridin-2-yl)phenyl]-1H-pyrrolo[2,3-b]pyridin-5-yl}-6,7,8,9-tetrahydro-5H-benzo[7]annulen-7-yl]-3-oxa-6-azabicyclo[3.1.1]heptane CS(=O)(=O)C=1C(=NC=CC1)C1=CC=C(C=C1)C1=CNC2=NC=C(C=C21)C=2C=CC1=C(CC[C@H](CC1)N1C3COCC1C3)C2